C(CC)N1C(NCC2=CC=CC=C12)=O propyl-3,4-dihydroquinazolin-2(1H)-one